OP(=O)([O-])[O-].[K+].[K+] The molecule is a potassium salt that is the dipotassium salt of phosphoric acid. It has a role as a buffer. It is a potassium salt and an inorganic phosphate.